methyl 4-(4-chloro-2-((2-chloro-6-(methylamino)-9H-purin-9-yl)methyl)phenyl)-butanoate ClC1=CC(=C(C=C1)CCCC(=O)OC)CN1C2=NC(=NC(=C2N=C1)NC)Cl